3,5-dihydro-2H-1,4-benzoxazepine O1CCNCC2=C1C=CC=C2